1-{2-[4-(difluoromethyl)piperidin-1-yl]pyridin-3-yl}methanamine FC(C1CCN(CC1)C1=NC=CC=C1CN)F